COP(=O)(OC)C=1C=C(C(=O)N)C=CC1 3-(dimethylphosphono)benzamide